OC1=C(C=C(C=2C(C3=CC=CC=C3C(C12)=O)=O)O)CCl 1,4-Dihydroxy-2-(chloromethyl)anthraquinone